(E)-2-(3,7-dimethyloct-3-en-1-yl)-1,3-dioxacyclopentane C/C(/CCC1OCCO1)=C\CCC(C)C